FC1(CC(C1)(C)CN1N=C(C(=C1C(=O)N)C(F)(F)F)C1(CC1)C(F)F)F 1-((3,3-Difluoro-1-methylcyclobutyl)methyl)-3-(1-(difluoromethyl)cyclopropyl)-4-(trifluoromethyl)-1H-pyrazole-5-carboxamide